BrC1=NC=C(C=N1)C(F)(F)F 2-bromo-5-(trifluorometh-yl)pyrimidine